BrC1=C(N)C(=CC(=C1Cl)Br)OC 2,4-dibromo-3-chloro-6-methoxyaniline